FC(CN)(C(OC(C(CN)(F)F)(F)F)(F)F)F 2,2,3,3,5,5,6,6-octafluoro-4-oxa-heptan-1,7-diamine